β-(3,5-dit-butyl-4-hydroxyphenyl)propionic acid stearyl ester C(CCCCCCCCCCCCCCCCC)OC(CCC1=CC(=C(C(=C1)C(C)(C)C)O)C(C)(C)C)=O